C(#N)C(C)(C)C12CC(C1)(C2)N2C(N1[C@@H](CN(CC1)C(=O)OC(C)(C)C)C2)=O tert-butyl (R)-2-(3-(2-cyanopropan-2-yl)bicyclo[1.1.1]pentan-1-yl)-3-oxohexahydroimidazo[1,5-a]pyrazine-7(1H)-carboxylate